CS(=O)(=O)N[C@H]1[C@@H]2[C@H](N([C@H]1COC1CCC(CC1)C1=CC=CC=C1)C(=O)OC)CCC2 Methyl (2R,3S,3aS,6aR)-3-(methylsulfonamido)-2-((((1s,4S)-4-phenylcyclohexyl)oxy)-methyl)hexahydrocyclopenta[b]pyrrole-1(2H)-carboxylate